CC1=C(C(=C(C=C1)C=1NC=CN1)C)C trimethylphenylimidazole